Ethyl 2-(7-cyclohexyl-9-methoxy-2-methyl-3-oxo-3,5-dihydro-2H-benzo[c]pyrido[3,4-e]azepin-5-yl)acetate C1(CCCCC1)C1=NC(C=2C(C3=C1C=C(C=C3)OC)=CN(C(C2)=O)C)CC(=O)OCC